6-(Methyl(7H-pyrrolo[2,3-d]pyrimidin-4-yl)amino)-2-azaspiro[3.3]heptan CN(C1CC2(CNC2)C1)C=1C2=C(N=CN1)NC=C2